tert-butyl 4-(4-(6-phenoxyhexyl)benzoyl)piperazine-1-carboxylate O(C1=CC=CC=C1)CCCCCCC1=CC=C(C(=O)N2CCN(CC2)C(=O)OC(C)(C)C)C=C1